C(C)(=O)O[C@H](COC1=C(C=C(C=C1Cl)C(C)(C)C1=CC=C(C=C1)OC[C@@H](CNS(=O)(=O)C)OC(C)=O)Cl)CCl (R)-1-(4-(2-(4-((R)-2-acetoxy-3-(methylsulfonamido)propoxy)phenyl) propan-2-yl)-2,6-dichlorophenoxy)-3-chloropropan-2-yl acetate